2-(2-(cyclopropylmethyl)-3-(3-fluoro-4-sulfamoylbenzyl)-4-(3-((5-methylthien-2-yl)ethynyl)phenyl)-1H-pyrrole-1-yl)thiazole-4-carboxylic acid C1(CC1)CC=1N(C=C(C1CC1=CC(=C(C=C1)S(N)(=O)=O)F)C1=CC(=CC=C1)C#CC=1SC(=CC1)C)C=1SC=C(N1)C(=O)O